COC(=O)N1[C@H](CCC2=C(C=CC=C12)OS(=O)(=O)C(F)(F)F)C (S)-2-methyl-5-(((trifluoromethyl)sulfonyl)oxy)-3,4-dihydroquinoline-1(2H)-carboxylic acid methyl ester